C(CCCCC)OC1=CC=2C(=NN(N2)C2=C(C(=CC(=C2)C)C(C)(C)C)O)C=C1 2-(5-hexyloxy-2H-benzotriazole-2-yl)-6-tert-butyl-4-methylphenol